6-((((S)-sec-butyl)amino)methyl)-N-(5-((1s,3R)-3-methyl-1-(4-methyl-4H-1,2,4-triazol-3-yl)cyclobutyl)pyridin-3-yl)imidazo[1,2-a]pyridine-8-carboxamide [C@H](C)(CC)NCC=1C=C(C=2N(C1)C=CN2)C(=O)NC=2C=NC=C(C2)C2(CC(C2)C)C2=NN=CN2C